N1(CCC1)C(CC1=C(C=C(C=C1F)OCC[C@H]1[C@H](C1)C1CCN(CC1)C1=NC=C(C=N1)COC)F)=O 1-(azetidin-1-yl)-2-(2,6-difluoro-4-(2-((1S,2R)-2-(1-(5-(methoxymethyl)pyrimidin-2-yl)piperidin-4-yl)cyclopropyl)ethoxy)phenyl)ethan-1-one